OC(C=O)C1=CC(=CC=C1)N1CCN(CC1)C 2-hydroxy-2-(3-(4-methylpiperazin-1-yl)phenyl)ethan-1-one